5-isopropoxy-1-methyl-1H-pyrazole-4-sulfonyl chloride C(C)(C)OC1=C(C=NN1C)S(=O)(=O)Cl